C(C)(C)(C)C1CC(C=2N1N=CC2)NCC[C@]2(CCOC1(CCCC1)C2)C2=NC=CC=C2 6-tert-butyl-N-(2-((R)-9-(pyridin-2-yl)-6-oxaspiro[4.5]decan-9-yl)ethyl)-5,6-dihydro-4H-pyrrolo[1,2-b]pyrazol-4-amine